Cl.N1(CCC(CC1)C1=CC=C(C=C1)C1C(NC(CC1)=O)=O)C1CCNCC1 3-(4-([1,4'-bipiperidin]-4-yl)-phenyl)piperidine-2,6-dione hydrochloride